1,1,2-hexanetriol C(C(CCCC)O)(O)O